C(C(C)C)C(COCCCC)(COCCCC)CC(C)C 2,2-diisobutyl-1,3-di-n-butoxypropane